1-(6-{[6-(5-fluoro-2-methylphenyl)-5-(trifluoromethyl)pyridin-2-yl]Sulfamoyl}pyridin-2-yl)-3-methylpiperidine-3-carboxylic acid FC=1C=CC(=C(C1)C1=C(C=CC(=N1)NS(=O)(=O)C1=CC=CC(=N1)N1CC(CCC1)(C(=O)O)C)C(F)(F)F)C